4-(1-naphthyl)butyl acrylate C(C=C)(=O)OCCCCC1=CC=CC2=CC=CC=C12